amino-acetone NCC(C)=O